2,2'-bipiperidinium manganese [Mn+2].[NH2+]1C(CCCC1)C1[NH2+]CCCC1